C1(CC1)[C@H](C)N1C(C=2C(=NC(=CC2C1)C1=C(N=C(S1)NC(=O)NC)C)OC(C)C)=O (S)-1-(5-(2-(1-cyclopropylethyl)-4-isopropoxy-3-oxo-2,3-dihydro-1H-pyrrolo[3,4-c]pyridin-6-yl)-4-methylthiazol-2-yl)-3-methylurea